FC(C1=NN=C(O1)C1=CC(=C(CN2C(N(C3=C2C=CC=C3)C3CN(C3)C3COC3)=O)C=C1)F)F 1-(4-(5-(difluoromethyl)-1,3,4-oxadiazol-2-yl)-2-fluorobenzyl)-3-(1-(oxetan-3-yl)azetidin-3-yl)-1,3-dihydro-2H-benzo[d]imidazol-2-one